(S)-2-((4-(6-((4-cyano-2-fluorobenzyl)oxy)pyridin-2-yl)piperidin-1-yl)methyl)-1-(oxaCyclobutan-2-ylmethyl)-1H-thieno[2,3-d]imidazole-5-carboxylic acid C(#N)C1=CC(=C(COC2=CC=CC(=N2)C2CCN(CC2)CC=2N(C3=C(N2)SC(=C3)C(=O)O)C[C@H]3OCC3)C=C1)F